CC1(OB(OC1(C)C)C1=NN(N=C1)[C@@H]1CN(CCC1)C(=O)OC(C)(C)C)C tert-butyl (3S)-3-[4-(4,4,5,5-tetramethyl-1,3,2-dioxaborolan-2-yl)triazol-2-yl]piperidine-1-carboxylate